N-(2-ethylhexyl)-methacrylamide C(C)C(CNC(C(=C)C)=O)CCCC